IC1=C(C=CC=C1)N1C=CC2=CC(=CC=C12)OCC1=CC=CC=C1 1-(2-iodophenyl)-5-(phenylmethoxy)-1H-indole